(2-amino-3-(3-(4-(((3,5-difluoro-2-methoxyphenyl)amino)methyl)benzyl) isoxazol-5-yl)pyridin-1-ium-1-yl)methyl hydrogen phosphate P(=O)(OC[N+]1=C(C(=CC=C1)C1=CC(=NO1)CC1=CC=C(C=C1)CNC1=C(C(=CC(=C1)F)F)OC)N)(O)[O-]